methylenedioxy-α-pyrrolidinopropiophenone HCl Cl.C1OC(C(=O)C2=CC=CC=C2)(CO1)N1CCCC1